F[B-](F)(F)F.C(CC)N1C(N(C=C1)C)C 1-propyl-2,3-dimethyl-imidazole tetrafluoroborate